C(#N)C=1C(C([C@@H]2CC[C@]3([C@@]4(CC[C@]5(CC[C@H]([C@@H]([C@H]5[C@H]4C(C=C3[C@]2(C1)C)=O)C)C)CC(=O)OC)C)C)(C)C)=O methyl 2-((1S,2R,4aR,6aR,6bS,8aR,12aS,14aR,14bS)-11-cyano-1,2,6a,6b,9,9,12a-heptamethyl-10,14-dioxo-1,3,4,5,6,6a,6b,7,8,8a,9,10,12a,14,14a,14b-hexadecahydropicen-4a(2H)-yl)acetate